4-(2-(2-(2-(2-iodoethoxy)ethoxy)ethoxy)ethylsulfonyl)-1-oxoisoindolin ICCOCCOCCOCCS(=O)(=O)C1=C2CNC(C2=CC=C1)=O